tert-butyl (2R)-3-{4-[2-(2-ethoxyethoxy)ethoxy]phenyl}-2-[(methanesulfonyl)oxy]propanoate C(C)OCCOCCOC1=CC=C(C=C1)C[C@H](C(=O)OC(C)(C)C)OS(=O)(=O)C